methyl (E)-4-(hydroxy (4-(1-((2R,4S,5R)-4-hydroxy-5-(hydroxymethyl)-tetrahydrofuran-2-yl)-2,4-dioxo-1,2,3,4-tetrahydropyrimidin-5-yl)but-3-yn-1-yl)amino)-4-oxobut-2-enoate ON(C(/C=C/C(=O)OC)=O)CCC#CC=1C(NC(N(C1)[C@@H]1O[C@@H]([C@H](C1)O)CO)=O)=O